C(C)(C)(C)OC(=O)N1CCN(CC1)C1=C(C=C(C=C1)OCC1=CC=CC=C1)F 4-(4-benzyloxy-2-fluoro-phenyl)piperazine-1-carboxylic acid tert-butyl ester